2-(1,3-bis(4-fluorophenyl)-1H-pyrazol-4-yl)-3-(4-methoxybenzyl)-5-methyloxazolidin-4-one FC1=CC=C(C=C1)N1N=C(C(=C1)C1OC(C(N1CC1=CC=C(C=C1)OC)=O)C)C1=CC=C(C=C1)F